5-Methyluracil-1-acetic acid CC=1C(NC(N(C1)CC(=O)O)=O)=O